(1s,4s)-4-(((tert-butyldimethylsilyl)oxy)methyl)cyclohexanecarbaldehyde [Si](C)(C)(C(C)(C)C)OCC1CCC(CC1)C=O